2-((Methylsulfonyl)methyl)-N-(4-((4-(3-(trifluoromethyl)phenyl)piperazin-1-yl)sulfonyl)phenyl)benzamide CS(=O)(=O)CC1=C(C(=O)NC2=CC=C(C=C2)S(=O)(=O)N2CCN(CC2)C2=CC(=CC=C2)C(F)(F)F)C=CC=C1